(2R,4R)-2-ethyl-4-((3-fluoro-6-((5-methyl-1H-pyrazol-3-yl)amino)pyridin-2-yl)methyl)-1-((S)-1-(2-(trifluoromethyl)phenyl)ethyl)piperidine-4-carboxylic acid C(C)[C@H]1N(CC[C@](C1)(C(=O)O)CC1=NC(=CC=C1F)NC1=NNC(=C1)C)[C@@H](C)C1=C(C=CC=C1)C(F)(F)F